FC=1C=CC2=C(C(=C(O2)[C@H](C(C)C)NC(=O)NC=2C=NC=C(C2)S(=O)(=O)C)C)C1 (S)-1-(1-(5-fluoro-3-methylbenzofuran-2-yl)-2-methylpropyl)-3-(5-(methylsulfonyl)pyridin-3-yl)urea